NCCCC1=C2C=CC(=C(C2=C[N+]2=C1C=1C=C(C(=CC1CC2)OCCCC=C)OC)OC)OC 13-(3-aminopropyl)-2,9,10-trimethoxy-3-(pent-4-en-1-yloxy)-5,6-dihydroisoquinolino[3,2-a]isoquinolin-7-ium